COCC(C)N(C1=NC(=NC(=N1)N)C1=CC=CC=C1)C1=CC=CC=C1 N2-(1-methoxypropan-2-yl)-N,6-diphenyl-1,3,5-triazine-2,4-diamine